CN1C(=NC(=C1)C(F)(F)F)C1=CC=C(CNC=2C3=C(N=CN2)C(NCC3)=O)C=C1 4-((4-(1-methyl-4-(trifluoromethyl)-1H-imidazol-2-yl)benzyl)amino)-6,7-dihydropyrido[3,4-d]pyrimidin-8(5H)-one